heptane fluorine [F].CCCCCCC